C1(CC1)CNC1=CC=C(C=N1)/C(=C/C=1C=C(C(=O)N[C@@H]2[C@H](CCCC2)O)C=CC1C)/F 3-[(Z)-2-{6-[(cyclopropylmethyl)amino]pyridin-3-yl}-2-fluorovinyl]-N-[(1S,2S)-2-hydroxycyclohexyl]-4-methylbenzamide